C1(=CC=CC=C1)CCCC1CCN(CC1)CCCCNS(=O)(=O)C1=CC=C(C=C1)C1=CC=CC=C1 N-(4-(4-(3-phenylpropyl)piperidin-1-yl)butyl)-[1,1'-biphenyl]-4-sulfonamide